N1=CC=CC2=CC=C3C(=C12)C=CC=C3 benzo[h]Quinoline